6-(3,3-difluoroazetidin-1-yl)-1-benzofuran-2-carboxylic acid FC1(CN(C1)C1=CC2=C(C=C(O2)C(=O)O)C=C1)F